COC(=O)C=1C(=CC(=C(C1)OC)C)C1=C(C=C(C(=C1)C)OCC1=CC=CC=C1)F 4'-(benzyloxy)-2'-fluoro-4-methoxy-5,5'-dimethyl-[1,1'-biphenyl]-2-carboxylic acid methyl ester